FC=1C=C(C(=NC1)OC)C=NS(=O)C(C)(C)C N-((5-fluoro-2-methoxypyridin-3-yl)methylene)-2-methylpropan-2-sulfinamide